divinyl-naphthalon C(=C)C=1C(C(C2=CC=CC=C2C1)=O)C=C